C(C)(=O)O[C@H]1[C@@H](O[C@@]([C@H]1OC(C)=O)(COC(C1=CC=C(C=C1)Cl)=O)F)N1C(=O)NC(=O)C=C1 2',3'-Di-O-acetyl-5'-O-(4-chlorobenzoyl)-4'-fluorouridine